(S)-2-((((9H-fluoren-9-yl)methoxy)carbonyl)amino)-3-(2-carbamoylpyrimidin-5-yl)propanoic acid C1=CC=CC=2C3=CC=CC=C3C(C12)COC(=O)N[C@H](C(=O)O)CC=1C=NC(=NC1)C(N)=O